C(C)(C)OC=1C=C2C(=C(NC2=CC1)C1=CC=CC=C1COC(=O)N1C[C@H]([C@H](CC1)N)O)C1CCN(CC1)CCC=1C=NNC1.C1C2(C(=O)N)CC1=C(C(=O)N)C=C2 |r| M-methyleneterephthalamide 5-isopropoxy-3-[1-[2-[1H-pyrazol-4-yl]ethyl]-4-piperidinyl]-1H-indolebenzyl-rac-(3R,4S)-4-amino-3-hydroxy-piperidine-1-carboxylate